3,4-dihydro-1H-pyrido[4,3-b]Indole-2(5H)-carboxylic acid tert-butyl ester C(C)(C)(C)OC(=O)N1CC2=C(NC=3C=CC=CC23)CC1